4-Methyl-3-(methylsulfonyl)-N-((2-(3-(pyridin-4-yl)piperazin-1-yl)-1,6-naphthyridin-7-yl)methyl)benzamide CC1=C(C=C(C(=O)NCC2=NC=C3C=CC(=NC3=C2)N2CC(NCC2)C2=CC=NC=C2)C=C1)S(=O)(=O)C